(N,N-dimethylamino)-epsilon-caprolactam CN(C)C1C(=O)NCCCC1